4-(2-chloro-8-thioxo-7,8-dihydro-9H-purin-9-yl)tetrahydro-2H-pyran-4-carbonitrile ClC1=NC=C2NC(N(C2=N1)C1(CCOCC1)C#N)=S